COC1=C(C=CC=C1)CCCN1CC2C(N3CCCC4=CC=CC2=C34)CC1 10-(3-(2-methoxyphenyl)propyl)-5,6,7a,8,9,10,11,11a-octahydro-4H-pyrido[3',4':4,5]pyrrolo[3,2,1-ij]quinoline